ClC=1C=C2C(=C(N(C2=CC1)C(=O)N)O)S(=O)(=O)CC1=CC(=CC=C1)F 5-chloro-3-((3-fluorobenzyl)sulfonyl)-2-hydroxy-1H-indole-1-carboxamide